FC1=CC=C2C(C(=COC2=C1)C(=O)O)=O 7-fluoro-4-oxo-4H-chromene-3-carboxylic acid